(6-(4-(2-aminoethoxy)phenyl)-4,7-dichloro-2H-indazol-2-yl)-2-((R)-6-fluoro-6,7-dihydro-5H-pyrrolo[1,2-c]imidazol-1-yl)-N-(thiazol-2-yl)acetamide NCCOC1=CC=C(C=C1)C=1C=C(C2=CN(N=C2C1Cl)C(C(=O)NC=1SC=CN1)C1=C2N(C=N1)C[C@@H](C2)F)Cl